2-(benzyloxy)-N-methoxy-N-methyl-nicotinamide C(C1=CC=CC=C1)OC1=C(C(=O)N(C)OC)C=CC=N1